5,5-bis(pyridin-2-yl)imidazolin-4-one N1=C(C=CC=C1)C1(C(N=CN1)=O)C1=NC=CC=C1